5-(5-bromo-3-pyridyl)-N-[2-(1H-indol-3-yl)ethyl]-3-isopropyl-pyrazolo[1,5-a]pyrimidin-7-amine BrC=1C=C(C=NC1)C1=NC=2N(C(=C1)NCCC1=CNC3=CC=CC=C13)N=CC2C(C)C